C(C1=CC=CC=C1)(=O)Cl (E)-benzoyl chloride